N(C)CC(=O)OC(CCCCCCCCCCC)=O Lauroyl Sarcosinat